(tert-butyl)-3-methylbut-2-en-1-amine C(C)(C)(C)C(C=C(C)C)N